3-(5-(3-amino-7-(pyrrolidin-1-ylmethyl)-2H-pyrazolo[4,3-b]pyridin-5-yl)-4-fluoro-1-oxoisoindolin-2-yl)piperidine-2,6-dione NC=1NN=C2C1N=C(C=C2CN2CCCC2)C=2C(=C1CN(C(C1=CC2)=O)C2C(NC(CC2)=O)=O)F